(benzo[d][1,3]dioxin-4-yl)octahydropyrrolo[3,4-c]pyrrole O1COC(C2=C1C=CC=C2)C2NCC1C2CNC1